P(OC1=CC=C(C=C1)[N+](=O)[O-])(=O)(Cl)Cl p-nitrophenyl phosphorodichloridate